COC(C(COC1=CC=CC=C1)(C)C)=O 2,2-dimethyl-3-phenoxypropionic acid methyl ester